ClC1=CC=C(C=C1)C1=CC(=NC(=N1)C=1C=NN(C1)C)C(=O)N[C@@H](C)C1=CC(=C(C=C1)F)OC (S)-6-(4-chlorophenyl)-N-(1-(3-methoxy-4-fluorophenyl)ethyl)-2-(1-methyl-1H-pyrazol-4-yl)pyrimidine-4-carboxamide